C=C(C)OC1=C(C=CC=C1)C1=CC=CCC1 2'-(prop-1-en-2-oxy)-5,6-dihydro-[1,1'-biphenyl]